3-(4-(pyrrolidin-1-ylprop-1-enyl)phenyl)-1H-1,2,4-triazole-3,5-diamine N1(CCCC1)CC=CC1=CC=C(C=C1)C1(NNC(=N1)N)N